2-(1-(t-butoxycarbonyl)-4-hydroxypiperidin-4-yl)acetic acid C(C)(C)(C)OC(=O)N1CCC(CC1)(O)CC(=O)O